1,1,1,3,3,3-hexafluoropropan-2-yl (R)-1-(morpholine-4-carbonyl)-6-azaspiro[2.5]octane-6-carboxylate N1(CCOCC1)C(=O)[C@@H]1CC12CCN(CC2)C(=O)OC(C(F)(F)F)C(F)(F)F